2-({[8-bromo-2-(methylsulfinyl)pyrazolo[1,5-a][1,3,5]triazin-4-yl]amino}methyl)-1-{[2-(trimethylsilyl)ethoxy]methyl}-1H-benzimidazol BrC=1C=NN2C1N=C(N=C2NCC2=NC1=C(N2COCC[Si](C)(C)C)C=CC=C1)S(=O)C